O1C=CC2=C1C=CC(=C2)/C=C/C(=O)C2=CC=CC=C2 (E)-3-(benzofuran-5-yl)-1-phenyl-prop-2-en-1-one